(S)-2-hydroxy-6-((1-(2-(2-methoxyethyl)nicotinoyl)-pyrrolidin-2-yl)methoxy)-benzaldehyde OC1=C(C=O)C(=CC=C1)OC[C@H]1N(CCC1)C(C1=C(N=CC=C1)CCOC)=O